FC1=CC2=C(N=C(S2)N2CCN(CC2)C(=O)C2=C(C=CC=C2)C)C=C1 [4-(6-fluoro-1,3-benzothiazol-2-yl)piperazin-1-yl]-(o-tolyl)methanone